C(C)C(CC)CCCC(CC)CC 3,7-Diethylnonan